1-(4-fluorophenyl)-3,4-dihydroisoquinoline FC1=CC=C(C=C1)C1=NCCC2=CC=CC=C12